FC1=C(C(=CC=2SC(=CC21)C(CCC(=O)OC)O)OC)O Methyl 4-(4-fluoro-5-hydroxy-6-methoxybenzo[b]thiophen-2-yl)-4-hydroxybutanoate